trifluoro-N-(2-mercapto-2-methylpropyl)acetamide FC(C(=O)NCC(C)(C)S)(F)F